(4,6-DIMETHYLPYRIMIDINE-2-YL)-PHENYLAMINE CC1=NC(=NC(=C1)C)NC1=CC=CC=C1